4-(dimethylamino)phenylazoxybenzene CN(C)C1=CC=C(C=C1)N=[N+](C2=CC=CC=C2)[O-]